(S)-2-((R)-3-((tert-butyldiphenylsilyl)oxy)-2-methylpropyl)-N-((1R,2R)-1,2-diphenylethyl)-N-methylpent-4-enamide [Si](C1=CC=CC=C1)(C1=CC=CC=C1)(C(C)(C)C)OC[C@@H](C[C@@H](C(=O)N(C)[C@H](CC1=CC=CC=C1)C1=CC=CC=C1)CC=C)C